ClC1=CC=C(OC2=CC(=C(C=C2)[C@](CN2N=CN=C2)(C)O)C(F)(F)F)C=C1 (2S)-2-[4-(4-chlorophenoxy)-2-(trifluoromethyl)phenyl]-(1H-1,2,4-triazol-1-yl)propan-2-ol